1-methylimidazole bromate Br(=O)(=O)O.CN1C=NC=C1